C(C)(C)(C)OC(=O)N1CC(=CC1)C1=CC=C(C=C1)N1CCCC1 3-(4-(pyrrolidin-1-yl)phenyl)-2,5-dihydro-1H-pyrrole-1-carboxylic acid tert-butyl ester